2-(4-(4-bromo-2-methylquinolin-6-yl)-2-oxopyridin-1(2H)-yl)-N,N-dimethylacetamide BrC1=CC(=NC2=CC=C(C=C12)C1=CC(N(C=C1)CC(=O)N(C)C)=O)C